N-(5-phenyl-1,3,4-oxadiazol-2-yl)-2-(3,5-dichlorophenoxy)benzamide C1(=CC=CC=C1)C1=NN=C(O1)NC(C1=C(C=CC=C1)OC1=CC(=CC(=C1)Cl)Cl)=O